BrC=1C(=CC=2N(C1)N=C(N2)Cl)F 6-bromo-2-chloro-7-fluoro-[1,2,4]triazolo[1,5-a]pyridine